ClC1(NC(=CC=N1)Cl)N1CCOCC1 4-(2,6-dichloropyrimidin-2-yl)morpholine